N1(CCC1)C1CCN(CC1)C1=C(C(=O)OC)C=C(C=C1)NC=1N=C(C2=C(N1)SC=C2C)NC2=CC(=CC=C2)C(C)(C)O methyl 2-(4-(azetidin-1-yl)piperidin-1-yl)-5-((4-((3-(2-hydroxypropan-2-yl)phenyl)amino)-5-methylthieno[2,3-d]pyrimidin-2-yl)amino)benzoate